O\N=C(/C(=O)OCC)\C(C)=O ethyl (Z)-2-(hydroxyimino)-3-oxobutanoate